Ethyl [2-cyano-6-(trifluoromethyl)phenyl]carbamate C(#N)C1=C(C(=CC=C1)C(F)(F)F)NC(OCC)=O